lactose monohydrat O.OC1[C@H](O)[C@@H](O)[C@H](O[C@H]2[C@H](O)[C@@H](O)[C@@H](O)[C@H](O2)CO)[C@H](O1)CO